4-hydroxy-3-pentoxy-1-propenyl-benzene OC1=C(C=C(C=C1)C=CC)OCCCCC